FC(C(=O)O)(F)F.NC1CCN(CC1)C1=NC(=C2N=CN(C2=N1)C(C)C)NCC1=C(C=CC=C1)N1N=C(C=C1)N1CCOCC1 2-(4-aminopiperidin-1-yl)-9-isopropyl-N-(2-(3-morpholino-1H-pyrazol-1-yl)benzyl)-9H-purin-6-amine 2,2,2-trifluoroacetate